FC1(C(C2=CC(=C=C=C12)OC=1C=C(C=C(C1)C#N)C#N)=O)F 5-(8,8-difluoro-7-oxobicyclo[4.2.0]oct-1,3,5-triene-2-enyloxy)-1,3-dicyanobenzene